BrC1=C(C(=CC2=CN(N=C12)CC)[N+](=O)[O-])C(=O)C1=C(C=CC(=C1)F)Cl (7-bromo-2-ethyl-5-nitro-2H-indazol-6-yl)(2-chloro-5-fluorophenyl)methanone